NC1=NC=2C(=CC=CC2C=2N1N=C(N2)CNC(C2=CC=C(C=C2)[C@](C(F)(F)F)(C)O)=O)OC |o1:23| (S or R)-N-((5-amino-7-methoxy-[1,2,4]triazolo[1,5-c]quinazolin-2-yl)methyl)-4-(1,1,1-trifluoro-2-hydroxypropan-2-yl)benzamide